ethyl (5S)-5-(tert-butoxycarbonylamino)-2-[trans-(3-fluorocyclobutanecarbonyl)amino]-4,5,6,7-tetrahydrobenzothiophene-3-carboxylate C(C)(C)(C)OC(=O)N[C@H]1CCC2=C(C(=C(S2)NC(=O)[C@@H]2C[C@H](C2)F)C(=O)OCC)C1